FC(C(CCS(=O)(=O)C)C1=CC=CC(=N1)N1N=CC(=C1)C1=C(C(=NC=C1)N)[N+](=O)[O-])(F)F 4-(1-(6-(1,1,1-trifluoro-4-(methylsulfonyl)butan-2-yl)pyridin-2-yl)-1H-pyrazol-4-yl)-3-nitropyridin-2-amine